C(C)(C)(C)OC(=O)N\C(=N/C(=O)OC(C)(C)C)\N[C@H](C(=O)N1[C@@H]([C@H]2C([C@H]2C1)(C)C)C(=O)OC)C(C)(C)C Methyl (1R,2S,5S)-3-[(2S)-2-[[(Z)-N,N'-bis(tert-butoxycarbonyl)carbamimidoyl]amino]-3,3-dimethyl-butanoyl]-6,6-dimethyl-3-azabicyclo[3.1.0]hexane-2-carboxylate